FC([C@H]1OCCN(C1)C=O)F ((S)-2-(difluoromethyl)morpholino)methanone